C(C)NC(C(C)CC1CO1)=O N-ethyl-glycidyl-propionamide